COC(=O)C1CNC=2N1C(C=C(C2C2=CC(=CC=C2)C(F)(F)F)CC2=CC=CC1=CC=CC=C21)=O.C(C(=O)N2CCCCC2)(=O)N2CCCCC2 1,1'-oxalyl-dipiperidine Methyl-7-(naphthalen-1-ylmethyl)-5-oxo-8-(3-(trifluoromethyl)phenyl)-1,2,3,5-tetrahydroimidazo[1,2-a]pyridine-3-carboxylate